CC=1C(=C(C(=O)O)C=C(C1)O)O.OC1=C(C(=O)OC)C=C(C=C1)O methyl 2,5-dihydroxybenzoate (methyl 2,5-dihydroxybenzoate)